OC=1C=C(C2=C(OC(OC2=O)(C)C)C1[C@@H]1C=C(CC[C@H]1C(=C)C)C)CCCCC 7-hydroxy-2,2-dimethyl-8-((1R,6R)-3-methyl-6-(prop-1-en-2-yl)cyclohex-2-en-1-yl)-5-pentyl-4H-benzo[d][1,3]Dioxin-4-one